C1(=CC=CC=C1)NC=1C(=NC=C(C1)C(F)(F)F)C(=O)O 3-(phenylamino)-5-(trifluoromethyl)picolinic acid